2,8-dichloroquinoline ClC1=NC2=C(C=CC=C2C=C1)Cl